NCC[C@@H]1N(C2(CC2)CC1)C(=O)OC(C)(C)C tert-butyl (5R)-5-(2-aminoethyl)-4-azaspiro[2.4]heptane-4-carboxylate